(tert-butyl)2-methyl-(2S)-5-hydroxypyrrolidine-1,2-dicarboxylic acid C(C)(C)(C)C1[C@](N(C(C1)O)C(=O)O)(C(=O)O)C